CS(=O)(=O)OCCOCCOCCOCCN(C(OC(C)(C)C)=O)C[C@@H](C(=O)NC=1C=C2C=CN=CC2=CC1)C1=CC=CC=C1 (S)-5-(3-(Isoquinolin-6-ylamino)-3-oxo-2-phenylpropyl)-2,2-dimethyl-4-oxo-3,8,11,14-tetraoxa-5-azahexadecan-16-yl methanesulfonate